ClC1=CC=C(S1)CC(C(=O)NC=1C=NC2=C(C=CC=C2C1)F)(CC(C)C)C 2-[(5-chloro-2-thienyl)methyl]-N-(8-fluoro-3-quinolinyl)-2,4-dimethyl-pentanamide